C(C)(C)(C)OC(N(C)CCOCCOCCOCCOCCOCCOCCOCCOCCN=[N+]=[N-])=O tert-butyl-N-[2-[2-[2-[2-[2-[2-[2-[2-(2-azidoethoxy)ethoxy] ethoxy]ethoxy]ethoxy]ethoxy]-ethoxy]ethoxy]ethyl]-N-methyl-carbamate